C(C)(C)(C)OC(=O)N1[C@@H]([C@@H](CC1)C(N)=O)C (2R,3R)-3-carbamoyl-2-methylpyrrolidine-1-carboxylic acid tert-butyl ester